BrC1=C(C=C(C=C1)C(=O)C1CC1)[N+](=O)[O-] (4-bromo-3-nitrophenyl)(cyclopropyl)methanone